4-(7-morpholino-2-(pyridin-4-yl)pyrazolo[1,5-a]pyrimidin-5-yl)-4-nitro-1-phenylbutan-1-one O1CCN(CC1)C1=CC(=NC=2N1N=C(C2)C2=CC=NC=C2)C(CCC(=O)C2=CC=CC=C2)[N+](=O)[O-]